tert-butyl N-(6-chloro-5-fluoro-2-methyl-3-pyridyl)carbamate ClC1=C(C=C(C(=N1)C)NC(OC(C)(C)C)=O)F